COCCOC1=CC=C(C=C1)C=1C(=NC(=CN1)CCCC(F)(F)F)N1CCC(CC1)C(=O)O 1-(3-(4-(2-methoxyethoxy)phenyl)-6-(4,4,4-trifluorobutyl)pyrazin-2-yl)piperidine-4-carboxylic acid